[K+].C(C)C(CC(C(=O)[O-])C(=O)[O-])CCC.[K+] 2-(2-ethylpentyl)malonic acid potassium salt